4-(7-Bromo-5-{[(6R)-5-oxo-1,4-diazepin-6-yl]amino}[1,2,4]triazolo[1,5-c]quinazolin-2-yl)benzonitrile BrC1=CC=CC=2C=3N(C(=NC12)NC=1C(N=CC=NC1)=O)N=C(N3)C3=CC=C(C#N)C=C3